OC1=CC=C(C=C1)C(C(Cl)(Cl)Cl)C1=CC=C(C=C1)O bis-(p-hydroxyphenyl)-trichloroethane